((7-bromo-7-(3-bromophenyl)-2,2-dimethylheptyl)oxy)(tert-butyl)dimethylsilane BrC(CCCCC(CO[Si](C)(C)C(C)(C)C)(C)C)C1=CC(=CC=C1)Br